5-methyl-2-(3-((S)-pyrrolidin-3-ylmethoxy)phenyl)piperidine CC1CCC(NC1)C1=CC(=CC=C1)OC[C@@H]1CNCC1